2-[1-[1-(2,6-dioxo-3-piperidyl)-3-methyl-2-oxo-benzimidazol-5-yl]indol-5-yl]-N-[5-fluoro-7-hydroxy-6-(1,1,4-trioxo-1,2,5-thiadiazolidin-2-yl)-2-naphthyl]acetamide O=C1NC(CCC1N1C(N(C2=C1C=CC(=C2)N2C=CC1=CC(=CC=C21)CC(=O)NC2=CC1=CC(=C(C(=C1C=C2)F)N2S(NC(C2)=O)(=O)=O)O)C)=O)=O